8-ethyl-N-isopropyl-5-[4-(trifluoromethyl)phenyl]naphthalene-2-carboxamide C(C)C=1C=CC(=C2C=CC(=CC12)C(=O)NC(C)C)C1=CC=C(C=C1)C(F)(F)F